2-allyl-6-((1-(3-fluoropropyl)-1H-indazol-5-yl)amino)-1-(6-(piperidin-4-yloxy)pyridin-2-yl)-1,2-dihydro-3H-pyrazolo[3,4-d]pyrimidin-3-one C(C=C)N1N(C2=NC(=NC=C2C1=O)NC=1C=C2C=NN(C2=CC1)CCCF)C1=NC(=CC=C1)OC1CCNCC1